4-(difluoromethyl)-3-fluorobenzoic acid FC(C1=C(C=C(C(=O)O)C=C1)F)F